FC(CN1N=CC2=CC=CC=C12)(F)F (2,2,2-trifluoroethyl)-1H-indazole